4-{[(2-carboxyethyl)carbamoyl]amino}benzoic acid C(=O)(O)CCNC(=O)NC1=CC=C(C(=O)O)C=C1